C(#N)C=1C=C(C=CC1)C1=NC2=C(N1C(C(=O)NC(C)C)CCC1=CC=CC=C1)C=CC=C2 2-[2-(3-cyano-phenyl)-benzimidazol-1-yl]-N-isopropyl-4-phenyl-butanamide